COC1=NC=CC=C1C1=CN=C2C=CC(=NC2=C1)C=1C(=NNC1)C1=NC(=CC=C1)C 7-(2-methoxy-3-pyridyl)-2-[3-(6-methyl-2-pyridyl)-1H-pyrazol-4-yl]-1,5-naphthyridine